C(C1=CC=CC=C1)C=1N=C2N(C(=NC=3C(=C(C=CC23)F)OC)N)C1 2-benzyl-8-fluoro-7-methoxyimidazo[1,2-c]quinazolin-5-amine